2-(3-ethylbenzo[b]thiophen-7-yl)-4,4,5,5-tetramethyl-1,3,2-dioxaborolane C(C)C=1C2=C(SC1)C(=CC=C2)B2OC(C(O2)(C)C)(C)C